3-(2-(tert-butoxycarbonyl)cyclopropyl)benzoic acid C(C)(C)(C)OC(=O)C1C(C1)C=1C=C(C(=O)O)C=CC1